C(C=C)OC1=C(C=C(C(=C1)Cl)Cl)C(C1CCNCC1)CC(C)(S(=O)N)C ((2-(allyloxy)-4,5-dichlorophenyl)(piperidin-4-yl)methyl)-2-methylpropane-2-sulfinamide